(3-(2-((3,3-difluoro-2-hydroxypropyl)amino)-5-(trifluoromethyl)pyrimidin-4-yl)-1H-indol-7-yl)dimethylphosphine oxide FC(C(CNC1=NC=C(C(=N1)C1=CNC2=C(C=CC=C12)P(C)(C)=O)C(F)(F)F)O)F